ClC1=C(C(=NC=N1)N1CCOCCC1)OC 4-(6-chloro-5-methoxy-pyrimidin-4-yl)-1,4-oxaazepane